terphenyl sodium salt [Na].C1(=CC=CC=C1)C=1C(=CC=CC1)C1=CC=CC=C1